CN(CCN1CC=2C=CC(=NC2CC1)NC1=NC=C(C(=N1)C1=C2C(C(N(C2=CC=C1)C(C)C)=O)=O)F)C (2-((6-(2-(dimethylamino)ethyl)-5,6,7,8-tetrahydro-1,6-naphthyridin-2-yl)amino)-5-fluoropyrimidin-4-yl)-1-isopropylindole-2,3-dione